CC1C(C(CCC1)C)C 1,2,3-trimethyl-cyclohexane